C(C)OC(=O)C1CCC(CC1)(C1=CC(=C(C=C1)OC)C)CCO 4-(2-hydroxyethyl)-4-(4-methoxy-3-methylphenyl)cyclohexanecarboxylic acid ethyl ester